C(C)(C)(C)OC(=O)N1CCC(CC1)OC1CCC(CC1)COS(=O)(=O)C1=CC=C(C)C=C1 4-[4-(p-toluenesulfonyloxymethyl)cyclohexyloxy]Piperidine-1-carboxylic acid tert-butyl ester